5-fluoro-4-methoxy-2-(piperazin-1-yl)benzonitrile FC=1C(=CC(=C(C#N)C1)N1CCNCC1)OC